C(#N)C=1C=C(C=C(C1)C(F)(F)F)[C@@H](C)N[S@](=O)C(C)(C)C (R)-N-((R)-1-(3-cyano-5-(trifluoromethyl)phenyl)ethyl)-2-methylpropane-2-sulfinamide